N-methyl-4-[7-(4-cyano-3-trifluoromethylphenyl)-8-oxo-6-thioxo-5,7-diazaspiro[3.4]oct-5-yl]benzamide CNC(C1=CC=C(C=C1)N1C2(CCC2)C(N(C1=S)C1=CC(=C(C=C1)C#N)C(F)(F)F)=O)=O